isothiazol-5-amine S1N=CC=C1N